COC[C@@H](NC1=CC=C2C(=CC(OC2=C1)=O)C1=C(C=CC=C1)C)C(=O)N1C[C@H](CCC1)C(=O)O (S)-1-(O-methyl-N-(2-oxo-4-(o-tolyl)-2H-chromen-7-yl)-D-seryl)piperidine-3-carboxylic acid